6-(1-(3-(1H-1,2,3-triazol-1-yl)propanoyl)-1,2,5,6-tetrahydropyridin-3-yl)-4-chloro-7-fluoro-1H-indole-2-carboxylic acid N1(N=NC=C1)CCC(=O)N1CC(=CCC1)C1=CC(=C2C=C(NC2=C1F)C(=O)O)Cl